3-(2-fluoro-5-formylphenyl)azetidine-1-carboxylic acid tert-butyl ester C(C)(C)(C)OC(=O)N1CC(C1)C1=C(C=CC(=C1)C=O)F